4-amino-N-cyclopropyl-7-fluoro-1-methyl-N-((6-(trifluoromethyl)-3-pyridazinyl)methyl)-1H-pyrazolo[4,3-c]quinoline-8-carboxamide NC1=NC=2C=C(C(=CC2C2=C1C=NN2C)C(=O)N(CC=2N=NC(=CC2)C(F)(F)F)C2CC2)F